3-trifluoromethylsulfonylpyridine-6-thiol FC(S(=O)(=O)C=1C=NC(=CC1)S)(F)F